C(C)C(C(=O)O)(C)NC(=O)OCC1C2=CC=CC=C2C=2C=CC=CC12 ethyl(9H-fluoren-9-ylmethoxycarbonyl)aminopropanoic acid